C1(CC1)C1=NNC(=C1)C1CC2(CN(C2)C(=O)N2CC3(C2)CN(C3)CC=3C=NN(C3C(F)(F)F)C)C1 [6-(3-cyclopropyl-1H-pyrazol-5-yl)-2-azaspiro[3.3]heptan-2-yl]-[6-[[1-methyl-5-(trifluoromethyl)pyrazol-4-yl]methyl]-2,6-diazaspiro[3.3]heptan-2-yl]methanone